C(CCCCCC)#N n-Heptanonitrile